7-bromo-2-(3,4-dimethoxyphenyl)-9-methyl-4H-pyrido[1,2-a]pyrimidin-4-one BrC=1C=C(C=2N(C(C=C(N2)C2=CC(=C(C=C2)OC)OC)=O)C1)C